4-((3-benzoyl-5-((dimethylamino)methylene)-4-oxothiazolidin-2-ylidene)amino)benzoic acid C(C1=CC=CC=C1)(=O)N1C(SC(C1=O)=CN(C)C)=NC1=CC=C(C(=O)O)C=C1